1-(2,6-diethylphenyl)-5-{[3-fluoro-4-(2-fluoro-3-methylpyridin-4-yl)phenyl]methyl}-6-hydroxy-2-(2-methyl-1,3-thiazol-4-yl)-1,4-dihydropyrimidin-4-one C(C)C1=C(C(=CC=C1)CC)N1C(=NC(C(=C1O)CC1=CC(=C(C=C1)C1=C(C(=NC=C1)F)C)F)=O)C=1N=C(SC1)C